2-hydroxybenzoic amid OC1=C(C(=O)N)C=CC=C1